NC=1C2=C(N=CN1)N(C=C2C2=CC=C(C=C2)NC(=O)C=2C(N(N=C(C2)C(C)C)C2=NC=C(C=C2)Cl)=O)CCF N-(4-(4-Amino-7-(2-fluoroethyl)-7H-pyrrolo[2,3-d]pyrimidin-5-yl)phenyl)-2-(5-Chloropyridin-2-yl)-6-isopropyl-3-oxo-2,3-dihydropyridazine-4-carboxamide